Cl.N1(C=NC=C1)CCOC1=C(C(=O)O)C=CC=C1OC (2-(1H-imidazol-1-yl)ethoxy)-3-methoxybenzoic acid hydrochloride